ClC=1C=C(C=CC1C(=O)N1CCN(CC1)C(=O)C1CCNCC1)NC(=O)C=1N(C(=CN1)C1=C(C(=C(C=C1)OC)F)F)C N-(3-chloro-4-(4-(piperidine-4-carbonyl)piperazine-1-carbonyl)phenyl)-5-(2,3-difluoro-4-methoxyphenyl)-1-methyl-1H-imidazole-2-carboxamide